N,N,2-trimethyl-5-((pyridin-2-ylmethyl)amino)benzenesulfonamide CN(S(=O)(=O)C1=C(C=CC(=C1)NCC1=NC=CC=C1)C)C